Cl.C1=CC=CC=2CCCC(CC3=C(C21)C=CC=C3)=O dibenzocyclononane-8-one hydrochloride